chloro-N-(3-chloro-4-(4-(4-methylpiperazin-1-yl)piperidin-1-yl)phenyl)-4-(imidazo[1,2-a]pyridin-3-yl)pyrimidin-2-amine ClC=1C(=NC(=NC1)NC1=CC(=C(C=C1)N1CCC(CC1)N1CCN(CC1)C)Cl)C1=CN=C2N1C=CC=C2